1,3-bis(4-trifluoromethoxyphenyl)urea FC(OC1=CC=C(C=C1)NC(=O)NC1=CC=C(C=C1)OC(F)(F)F)(F)F